C(#N)C(C(=O)NC(OCC)=O)=NNC1=CC(=C(C(=C1)Cl)OC=1C=C2CCN(C(C2=CC1)=O)CC1=CC(=CC=C1)F)Cl ethyl (2-cyano-2-(2-(3,5-dichloro-4-((2-(3-fluorobenzyl)-1-oxo-1,2,3,4-tetrahydroisoquinolin-6-yl)oxy)phenyl)hydrazono)acetyl)carbamate